FC(C1=CC=C(CC2C(N(CC2)C2=CC=C(C=C2)C2=CC=NC=C2)=O)C=C1)(F)F 3-(4-trifluoromethylbenzyl)-1-(4-(pyridin-4-yl)phenyl)pyrrolidin-2-one